C(CCCCCCCCCCC)C1=CC=C(C=C1)S(=O)(=O)[O-].[Na+] sodium p-n-dodecylbenzenesulfonate